S(=O)(=O)(OCC1OC(OC1)C(CC)CCCC)O (2-(heptan-3-yl)-1,3-dioxolan-4-yl)methyl hydrogen sulfate